CN(C(=O)OC(C#C)C1=CC=C(C=C1)Cl)C1=NC2=C(C=NC(=C2)C2=C(C=CC(=C2)CC2=NNC(C3=CC=CC=C23)=O)F)N1 1-(4-chlorophenyl)prop-2-yn-1-ol Methyl-(6-(2-fluoro-5-((4-oxo-3,4-dihydrophthalazin-1-yl)methyl)phenyl)-3H-imidazo[4,5-c]pyridin-2-yl)carbamate